(3,4-dihydro-2H-1-benzopyran-3-yl)methanol O1CC(CC2=C1C=CC=C2)CO